The molecule is an amino trisaccharide consisting of 2-acetamido-2-deoxy-alpha-D-glucopyranose, beta-D-galactopyranose and 2-acetamido-2-deoxy-D-glucopyranose joined in sequence by (1->3) and (1->4) glycosidic bonds. It is an amino trisaccharide, a member of acetamides and a glucosamine oligosaccharide. It derives from a beta-D-Galp-(1->4)-D-GlcpNAc. CC(=O)N[C@@H]1[C@H]([C@@H]([C@H](O[C@@H]1O[C@H]2[C@H]([C@H](O[C@H]([C@@H]2O)O[C@@H]3[C@H](OC([C@@H]([C@H]3O)NC(=O)C)O)CO)CO)O)CO)O)O